(3R)-3-({9-methyl-2-[1-methyl-3-(trifluoromethyl)-1H-pyrazol-4-yl][1,2,4]triazolo[1,5-c]quinazolin-5-yl}amino)azepan-2-one CC1=CC=2C=3N(C(=NC2C=C1)N[C@H]1C(NCCCC1)=O)N=C(N3)C=3C(=NN(C3)C)C(F)(F)F